C(C)C1=CC=C(C=C1)C(C)C1OCC(CO1)=O 2-[1-(4-ethylphenyl)ethyl]-1,3-dioxan-5-one